2-amino-9-((2r,3r,5s)-5-((S)-1,2-dihydroxyethyl)-3-hydroxytetrahydrofuran-2-yl)-7-(prop-2-yn-1-yl)-7,9-dihydro-1H-purine-6,8-dione NC=1NC(C=2N(C(N(C2N1)[C@@H]1O[C@@H](C[C@H]1O)[C@H](CO)O)=O)CC#C)=O